FC(OC1=CC2=C(N=C(O2)C=2C(=C(C=CC2)C2=C(C(=CC=C2)COC2=NC(=C(C(=N2)OC)CN2CCCC2)OC)C)C)C=C1CN1[C@@H](CCC1)C(=O)O)F ((6-(difluoromethoxy)-2-(3'-(((4,6-dimethoxy-5-(pyrrolidin-1-ylmethyl)pyrimidin-2-yl)oxy)methyl)-2,2'-dimethyl-[1,1'-biphenyl]-3-yl)benzo[d]oxazol-5-yl)methyl)-L-proline